(4-cyclopropoxyphenyl)-7-methyl-6-(3-azaspiro[5.5]undec-8-en-9-yl)-7H-pyrrolo[2,3-d]pyrimidin-4-amine C1(CC1)OC1=CC=C(C=C1)C=1N=C(C2=C(N1)N(C(=C2)C2=CCC1(CCNCC1)CC2)C)N